6-[3-(2-methyl-pyridin-4-yl)-propoxy]-2-thieno[2,3-c]pyridin-5-yl-3H-quinazolin-4-one hydrochloride Cl.CC1=NC=CC(=C1)CCCOC=1C=C2C(NC(=NC2=CC1)C=1C=C2C(=CN1)SC=C2)=O